BrC1=C(C=CC=C1)C1=C(C(=CC=C1)[N+](=O)[O-])OC1=CC=C2CCC(CC2=C1)(C(=O)OC)NC(=O)OC(C)(C)C methyl 7-((2'-bromo-3-nitro-[1,1'-biphenyl]-2-yl)oxy)-2-((tert-butoxycarbonyl)amino)-1,2,3,4-tetrahydronaphthalene-2-carboxylate